ClC=1C=CC(=C(C1)C1=CC(=C(N=N1)N(C)C)NC1=CC(=NC=C1)NC(CCN1CCN(CC1)C)=O)F N-(4-{[6-(5-chloro-2-fluorophenyl)-3-(dimethylamino)pyridazin-4-yl]amino}pyridin-2-yl)-3-(4-methylpiperazin-1-yl)propanamide